C(C)N1CCC(CC1)C1=CC=C(C=C1)C1=CC=C2C(=NNC2=C1)C(=O)NC12CCC(CC1)(CC2)O 6-(4-(1-ethylpiperidin-4-yl)phenyl)-N-(4-hydroxy-bicyclo[2.2.2]oct-1-yl)-1H-indazole-3-carboxamide